C(C1=CC=CC=C1)[C@@](CC(F)(F)F)(C)NC(=O)C=1C=NC2=C(C=CC=C2C1)F N-[(1R)-1-benzyl-3,3,3-trifluoro-1-methyl-propyl]-8-Fluoro-quinoline-3-carboxamide